BrC1=CN2C(S1)=C(C=N2)C(=O)NC=2C(=NC=C(C2)NC(CCCl)=O)C 2-bromo-N-(5-(3-chloropropanamido)-2-methylpyridin-3-yl)pyrazolo[5,1-b]thiazole-7-carboxamide